C(C)(C)N1CCN(CC1)C(=O)C=1N=C(OC1)C=1C=C2C(=CC=NC2=CC1)C=1C=NNC1C1=NC(=CC=C1)C (4-isopropylpiperazin-1-yl)(2-(4-(5-(6-methylpyridin-2-yl)-1H-pyrazol-4-yl)quinolin-6-yl)oxazol-4-yl)methanone